O([C@H]1[C@H](O)[C@@H](O)[C@H](O)[C@H](O1)CO)CCN=[N+]=[N-] 2-Azidoethyl β-D-Glucopyranoside